N-(5-((3H-spiro[furo[2,3-b]pyridin-2,3'-pyrrolidin]-1'-yl)methyl)thiazol-2-yl)acetamide N1(CC2(CC1)CC=1C(=NC=CC1)O2)CC2=CN=C(S2)NC(C)=O